N-cyclopentyl-4-((2-hydroxyphenyl)(4-(p-tolyl)piperazin-1-yl)methyl)benzamide C1(CCCC1)NC(C1=CC=C(C=C1)C(N1CCN(CC1)C1=CC=C(C=C1)C)C1=C(C=CC=C1)O)=O